2-(3,5-dichlorophenyl)-5-(1-propyl-1H-pyrazol-4-yl)-N4-(1,2,3,4-tetrahydroisoquinolin-7-yl)pyrimidine-2,4-diamine ClC=1C=C(C=C(C1)Cl)C1(NC=C(C(=N1)NC1=CC=C2CCNCC2=C1)C=1C=NN(C1)CCC)N